4-(hydroxyamino)-2-oxopyrimidin ONC1=NC(NC=C1)=O